tert-butyl 4-[2-[4-[2-bromo-4-(ethylsulfonylmethyl)phenoxy]phenyl]ethyl]piperidine-1-carboxylate BrC1=C(OC2=CC=C(C=C2)CCC2CCN(CC2)C(=O)OC(C)(C)C)C=CC(=C1)CS(=O)(=O)CC